CC1(OCCN(C1)CC1=CC=C(C=C1)C(C)=O)C 1-(4-((2,2-dimethylmorpholino)methyl)phenyl)ethan-1-one